quinoline-3-carboxamide trifluoroacetate FC(C(=O)O)(F)F.N1=CC(=CC2=CC=CC=C12)C(=O)N